4-((S)-2-(dimethylamino)-3-((R)-4-methyl-3-phenylpentanamido)propyl)benzamide CN([C@@H](CC1=CC=C(C(=O)N)C=C1)CNC(C[C@H](C(C)C)C1=CC=CC=C1)=O)C